ClC1=C(C=C(C=C1)F)C1(N(C(C2=C3C=CN(C(C3=CC(=C21)NC(C2=CC(=CC(=C2)F)C(F)(F)F)=O)=O)C)=O)CC2=CC=C(C=C2)OC)O N-[3-(2-chloro-5-fluorophenyl)-3-hydroxy-2-[(4-methoxyphenyl)methyl]-7-methyl-1,6-dioxo-2,3-dihydro-1H-pyrrolo[4,3-f]isoquinolin-4-yl]-5-fluoro-3-(trifluoromethyl)benzamide